C(C)(=O)NC=1C=C(C=CC1)[C@H]1N(C[C@@H](CC1)C)C(C(=O)NC=1C=NC=C(C1)C)=O 2-[(2S,5R)-2-(3-acetamidophenyl)-5-methyl-1-piperidyl]-N-(5-methyl-3-pyridyl)-2-oxo-acetamide